(1r,3r)-3-(cyanoamino)-N-{5-[(1S,2R)-2-methylcyclohexyl]-1,3-thiazol-2-yl}cyclobutane-1-carboxamide C(#N)NC1CC(C1)C(=O)NC=1SC(=CN1)[C@@H]1[C@@H](CCCC1)C